3'-(3-((S)-2-hydroxy-3-(3-(N-methylsulfamoyl)phenoxy)propylamino)-1-oxa-8-azaspiro[4.5]dec-8-ylsulfonyl)biphenyl-4-carboxamide O[C@@H](CNC1COC2(C1)CCN(CC2)S(=O)(=O)C=2C=C(C=CC2)C2=CC=C(C=C2)C(=O)N)COC2=CC(=CC=C2)S(NC)(=O)=O